OCC(C1=CC=CC2=CC=CC=C12)NC(OC(C)(C)C)=O tert-Butyl (2-hydroxy-1-(naphthalen-1-yl)ethyl)carbamate